6-Amino-2-[(1,3-dimethyl-1H-pyrazol-4-yl)amino]-7-(1H-indol-6-yl)-9-isopropyl-7,9-dihydro-8H-purin-8-on NC1=C2N(C(N(C2=NC(=N1)NC=1C(=NN(C1)C)C)C(C)C)=O)C1=CC=C2C=CNC2=C1